FC1=C(C=CC(=C1)F)C1=CC(=CC(=C1)OC)[C@H](CC(=O)O)NC(=O)NC=1C(N(C(=CC1O)C)C)=O (S)-3-(2',4'-difluoro-5-methoxybiphenyl-3-yl)-3-(3-(4-hydroxy-1,6-dimethyl-2-oxo-1,2-dihydropyridin-3-yl)ureido)propionic acid